3-amino-1-[(4-methoxyphenyl)methyl]-1H-pyrazole-4-carbaldehyde NC1=NN(C=C1C=O)CC1=CC=C(C=C1)OC